FC=1C=C(C(=NC1)C)NC(OC(C)(C)C)=O tert-butyl (5-fluoro-2-methylpyridin-3-yl)carbamate